FC1=C(C=CC=2SC=CC21)CNC(=O)[C@@H]2CN(CCC2)C=2C=1C(N=CN2)=NN(C1)C1=CC=C(C=C1)C(F)(F)F (S)-N-((4-fluorobenzo[b]thiophen-5-yl)methyl)-1-(2-(4-(trifluoromethyl)phenyl)-2H-pyrazolo[3,4-d]pyrimidin-4-yl)piperidine-3-carboxamide